BrC=1C(=NN(C1C1CC1)COCC[Si](C)(C)C)C1=CC=C(C=C1)[N+](=O)[O-] 4-bromo-5-cyclopropyl-3-(4-nitrophenyl)-1-((2-(trimethylsilyl)ethoxy)methyl)-1H-pyrazole